NC1=C2C(=NC=N1)N(N=C2C2=NOC(=C2C2=NC=C(C=N2)C2CCN(CC2)C(=O)OC2CCC(CC2)CC(=O)OCC)C2CC2)C(C)C (1r,4r)-4-(2-ethoxy-2-oxoethyl)cyclohexyl 4-(2-(3-(4-amino-1-isopropyl-1H-pyrazolo[3,4-d]pyrimidin-3-yl)-5-cyclopropylisoxazol-4-yl)pyrimidin-5-yl)piperidine-1-carboxylate